N1(CCNCC1)CCC(=O)N 3-(piperazin-1-yl)propanamide